Cl.C(CO)(=O)OCC1=CC=CC=C1 Benzyl glycolate hydrochloride